N=1C=CN2C1N=CC(=C2)C=2C=CN1N=C(N=CC12)NC1CC(C1)(O)C 3-((5-(imidazo[1,2-a]pyrimidin-6-yl)pyrrolo[2,1-f][1,2,4]triazin-2-yl)amino)-1-methylcyclobutan-1-ol